(2R)-N-((S)-(3-chloro-2,4-difluorophenyl)(trans-4-(trifluoromethyl)cyclohexyl)methyl)-2-methyl-3-oxopiperazine-1-carboxamide ClC=1C(=C(C=CC1F)[C@@H](NC(=O)N1[C@@H](C(NCC1)=O)C)[C@@H]1CC[C@H](CC1)C(F)(F)F)F